γ-glycidoxypropyl-methyldiphenoxysilane C(C1CO1)OCCC[Si](OC1=CC=CC=C1)(OC1=CC=CC=C1)C